C([O-])(O)=O.C(CCCCCCCCC)[N+](C)(C)CCCCCCCCCC N,N-Didecyl-N,N-dimethylammonium bicarbonat